NS(=NC(CC1=C(C=C(C=C1C(C)C)C1=CC2=C(OC(O2)(F)F)C=C1)C(C)C)=O)(=O)C1=CN=C(S1)C(C)(C)O N-(amino(2-(2-hydroxypropan-2-yl)thiazol-5-yl)(oxo)-λ6-sulfaneylidene)-2-(4-(2,2-difluorobenzo[d][1,3]dioxol-5-yl)-2,6-diisopropylphenyl)acetamide